C(C)OC(=O)C=1N(C(=CC1)C(O)C=1C(=NC(=CC1)N1CC2CC2C1)C)COCC[Si](C)(C)C 5-[(6-{3-Azabicyclo[3.1.0]hex-3-yl}-2-methylpyridin-3-yl)(hydroxy)methyl]-1-{[2-(trimethylsilyl)ethoxy]-methyl}-1H-pyrrole-2-carboxylic acid ethyl ester